1-Benzyl-4-(4-Methylpiperazin-1-Yl)-2-(Trifluoromethyl)-1H-Indole C(C1=CC=CC=C1)N1C(=CC2=C(C=CC=C12)N1CCN(CC1)C)C(F)(F)F